tert-butyl ((S)-1-(((S)-1-cyclohexyl-2-(4-(5,6-difluoro-3-formyl-1-methyl-1H-indole-2-carbonyl)piperazin-1-yl)-2-oxoethyl)amino)-1-oxopropan-2-yl)(methyl)carbamate C1(CCCCC1)[C@@H](C(=O)N1CCN(CC1)C(=O)C=1N(C2=CC(=C(C=C2C1C=O)F)F)C)NC([C@H](C)N(C(OC(C)(C)C)=O)C)=O